C1(CC1)OC=1C=CC(=C(C1)C1CC=2C=NN(C(C2CC1)=O)C1=NC=CC=N1)C 6-(5-cyclopropoxy-2-methylphenyl)-2-(pyrimidin-2-yl)-5,6,7,8-tetrahydrophthalazin-1(2H)-one